The molecule is a quercetin O-glucoside in which a 4''-O-caffeoyl-alpha-L-rhamnopyranosyl-(1->2)-alpha-L-arabinopyranosyl and a beta-D-glucopyranosyl moiety is attached respectively via a glycosidic linkage to positions 3 and 7 of quercetin. It is isolated from the aerial parts of Putoria calabrica and exhibits radical scavenging activity. It has a role as a metabolite and a radical scavenger. It is a beta-D-glucoside, a quercetin O-glucoside, a cinnamate ester and a member of catechols. It derives from a trans-caffeic acid. C[C@H]1[C@@H]([C@H]([C@H]([C@@H](O1)O[C@@H]2[C@H]([C@H](CO[C@H]2OC3=C(OC4=CC(=CC(=C4C3=O)O)O[C@H]5[C@@H]([C@H]([C@@H]([C@H](O5)CO)O)O)O)C6=CC(=C(C=C6)O)O)O)O)O)O)OC(=O)/C=C/C7=CC(=C(C=C7)O)O